C(C)(=O)N[C@H](C(=O)N1[C@@H](C[C@H](C1)O)C(=O)N[C@@H](C)C1=CC=C(C=C1)C1=C(N=CS1)C)C(C)(C)C (2S,4R)-1-[(2S)-2-acetamido-3,3-dimethylbutyryl]-4-hydroxy-N-{(1S)-1-[4-(4-methyl-1,3-thiazol-5-yl)phenyl]ethyl}pyrrolidine-2-carboxamide